NC=1C=C(C(=O)OC)C=CC1B1OC(C(O1)(C)C)(C)C Methyl 3-amino-4-(4,4,5,5-tetramethyl-1,3,2-dioxaborolan-2-yl)benzoate